C(CCCCCCCCCCCCCCCCC)(=O)[O-].[Al+3].FC(C(CC)OC1=CC=C(C=N1)C=1N=CC(=NC1)NN)F.C(CCCCCCCCCCCCCCCCC)(=O)[O-].C(CCCCCCCCCCCCCCCCC)(=O)[O-] [5-[6-[1-(difluoromethyl)propoxy]-3-pyridyl]pyrazin-2-yl]hydrazine aluminum stearate